OC=1C(=CC2=CC(=CC=C2C1N=NC1=CC(=CC=C1)\C=C/C(C1=CC=CC=C1)=O)S(=O)(=O)O)S(=O)(=O)O 3-Hydroxy-4-[[3-[(Z)-3-oxo-3-phenylprop-1-enyl]phenyl]diazenyl]naphthalene-2,7-disulfonic acid